(S)-2-fluoro-5-(3-(3-(4-fluoro-1-methyl-1H-indazole-5-yl)-2-oxo-2,3-dihydro-1H-imidazol-1-yl)-4-methyl-4,5,6,7-tetrahydro-2H-pyrazolo[4,3-c]pyridine-2-yl)-3-methylbenzonitrile FC1=C(C#N)C=C(C=C1C)N1N=C2C([C@@H](NCC2)C)=C1N1C(N(C=C1)C=1C(=C2C=NN(C2=CC1)C)F)=O